FC1=C(N=C(C2=C1N=C(N=C2N2C[C@@](CCC2)(O)C)OCC2(CC2)CN2CCCCC2)C#CC)C2=CC(=CC1=CC=C(C=C21)F)O (R)-1-(8-fluoro-7-(7-fluoro-3-hydroxynaphthalen-1-yl)-2-((1-(piperidin-1-ylmethyl)cyclopropaneyl)methoxy)-5-(propynyl)pyrido[4,3-d]pyrimidin-4-yl)-3-methylpiperidin-3-ol